(S)-2-(4-(3-((5-((((9H-fluoren-9-yl)methoxy)carbonyl)amino)pentyl)(methyl)amino)propoxy)phenyl)-2-(isoindolin-2-yl)acetic acid C1=CC=CC=2C3=CC=CC=C3C(C12)COC(=O)NCCCCCN(CCCOC1=CC=C(C=C1)[C@@H](C(=O)O)N1CC2=CC=CC=C2C1)C